7-benzyloxy-2,2-dimethylheptanoic acid C(C1=CC=CC=C1)OCCCCCC(C(=O)O)(C)C